CN([C@@H]1CC[C@H](CC1)NC1=NN2C(C=N1)=C(C=C2)C=2C=C1C=CC=NC1=CC2)C trans-N1,N1-dimethyl-N4-(5-(quinolin-6-yl)pyrrolo[2,1-f][1,2,4]triazin-2-yl)cyclohexane-1,4-diamine